4-Bromo-7-tert-butyl-2,9,9-trimethyl-9H-fluoren BrC1=CC(=CC=2C(C3=CC(=CC=C3C12)C(C)(C)C)(C)C)C